CN1N=CC=C1C1=NC(=NC=C1)N1CCC(CC1)C(=O)N1OCC[C@H]1C=1C=NC(=CC1)C [1-[4-(2-methylpyrazol-3-yl)pyrimidin-2-yl]-4-piperidyl]-[(3S)-3-(6-methyl-3-pyridyl)isoxazolidin-2-yl]methanone